5-[(3R,5S)-4-tert-butoxycarbonyl-3,5-dimethyl-piperazin-1-yl]-2-(2-methoxyethoxy)quinazoline-8-carboxylic acid C(C)(C)(C)OC(=O)N1[C@@H](CN(C[C@@H]1C)C1=C2C=NC(=NC2=C(C=C1)C(=O)O)OCCOC)C